L-6-hydroxycaproic acid OCCCCCC(=O)O